2-hydroxy-1-{4-[4-(2-hydroxy-2-methyl-propionyl)benzyl]phenyl}-2-methyl-1-propanone OC(C(=O)C1=CC=C(C=C1)CC1=CC=C(C=C1)C(C(C)(C)O)=O)(C)C